C(#N)/C(/C(=O)OCC)=C\C1=CC=NC=C1 Ethyl (E)-2-cyano-3-(pyridin-4-yl)acrylate